FC=1C=NC(=NC1)N1CCC(CC1)OC[C@@H]1C=2N(CC[C@@H]1NC(=O)[C@H]1OCCC1)C=C(N2)C |o1:15,20| (2S)-N-[(7S*,8S*)-8-({[1-(5-fluoropyrimidin-2-yl)piperidin-4-yl]oxy}methyl)-2-methyl-5,6,7,8-tetrahydroimidazo[1,2-a]pyridin-7-yl]oxolane-2-carboxamide